4-(5-chloro-2-((1-(1-pivaloylpiperidin-4-yl)-1H-pyrazol-4-yl)amino)pyrimidin-4-yl)-N-(cyanomethyl)benzamide ClC=1C(=NC(=NC1)NC=1C=NN(C1)C1CCN(CC1)C(C(C)(C)C)=O)C1=CC=C(C(=O)NCC#N)C=C1